(R)-6-(1-(5-azaspiro[2.4]heptan-5-yl)ethyl)-2-cyclopropyl-N-(3-(3-((4-methyl-4H-1,2,4-triazol-3-yl)methyl)oxetan-3-yl)phenyl)pyrimidine-4-carboxamide C1CC12CN(CC2)[C@H](C)C2=CC(=NC(=N2)C2CC2)C(=O)NC2=CC(=CC=C2)C2(COC2)CC2=NN=CN2C